1-(3-(((2,3-dihydroxy-2-(hydroxymethyl)propyl)amino)methyl)azetidin-1-yl)-2-(2-fluoro-4-(3-(1-(5-propylpyrimidin-2-yl)piperidin-4-yl)propoxy)phenyl)ethan-1-one OC(CNCC1CN(C1)C(CC1=C(C=C(C=C1)OCCCC1CCN(CC1)C1=NC=C(C=N1)CCC)F)=O)(CO)CO